C(C)(=O)[C@]1([C@]([C@@]([C@@]([C@@](O)(O1)C(C)=O)(O)C(C)=O)(O)C(C)=O)(O)C(C)=O)CO pentaacetyl-α-D-mannose